N-(4-fluoro-3-methylphenyl)-1,2,4-trimethyl-5-(2-oxo-2-(prop-2-yn-1-ylamino)acetyl)-1H-pyrrole-3-carboxamide FC1=C(C=C(C=C1)NC(=O)C1=C(N(C(=C1C)C(C(NCC#C)=O)=O)C)C)C